9-bromo-7-methyl-4-oxo-4H-pyrido[1,2-a]pyrimidin-2-yl triflate O(S(=O)(=O)C(F)(F)F)C=1N=C2N(C(C1)=O)C=C(C=C2Br)C